4-((2r,4r)-4-(cyclopropylmethoxy)-1-((3-fluoro-5-methoxy-7-methyl-1H-indol-4-yl)methyl)piperidin-2-yl)benzoic acid C1(CC1)CO[C@H]1C[C@@H](N(CC1)CC1=C2C(=CNC2=C(C=C1OC)C)F)C1=CC=C(C(=O)O)C=C1